C1([C@H](O)[C@@H](O)[C@H](O)[C@H](O1)CO)O[C@H]1[C@@H](O[C@@H]([C@@H]([C@@H]1O)O)CO)N[C@@H](CC[C@@H](O)CN)C(=O)O D-glucopyranosyl-(1-2)-β-galactopyranosyl-(2s,5r)-hydroxylysine